BrC=1C=C(C(=C(C1)Cl)CBr)Cl 5-bromo-2-(bromomethyl)-1,3-dichlorobenzene